t-butyl(4-(2,4,9-trimethyl-5-oxo-5,6,7,8-tetrahydro-[1,3]dioxolo[4,5-g]isoquinolin-2-yl) bicyclo[2.2.2]octan-1-yl)carbamate C(C)(C)(C)OC(NC12CCC(CC1)(CC2)C2(OC=1C(=C(C=3CCNC(C3C1C)=O)C)O2)C)=O